(Germanyl)2-thiophenemethylamine [GeH3]C1=C(SC=C1)CN